C(CC)N1C2=CC=CC=C2C=2C=CC=CC12 N-Propylcarbazol